1-[(2,5-difluorophenyl)carbonyl]piperidin FC1=C(C=C(C=C1)F)C(=O)N1CCCCC1